1-(4-tert-butylphenyl)vinylboronic acid pinacol ester C(C)(C)(C)C1=CC=C(C=C1)C(=C)B1OC(C)(C)C(C)(C)O1